tert-butyl 2-((2'-(3-(tert-butoxy)-3-oxopropoxy)-6'-fluoro-[1,1'-biphenyl]-3-yl)methyl)-3-oxopiperidine-1-carboxylate C(C)(C)(C)OC(CCOC1=C(C(=CC=C1)F)C1=CC(=CC=C1)CC1N(CCCC1=O)C(=O)OC(C)(C)C)=O